BrC=1C=C2C=C(N(C2=CC1)CC#N)C(=O)N(C1=CC=CC=C1)C 5-bromo-1-(cyanomethyl)-N-methyl-N-phenylindole-2-carboxamide